ClC1=NC(=CC(=C1)C=1C(=NN2C1N=C(C=C2)C(=O)N[C@H]2CN(CC2)C(=O)OC(C)(C)C)C2=CC(=CC=C2)C#N)C Tert-butyl (3R)-3-[[3-(2-chloro-6-methyl-4-pyridyl)-2-(3-cyanophenyl)pyrazolo[1,5-a]pyrimidine-5-carbonyl]amino]pyrrolidine-1-carboxylate